methoxyethyl-pyrazole COCCC1=NNC=C1